N-(1-Cyclopropyl-2-oxo-1,2-dihydropyridin-3-yl)-6-methoxy-2-((1r,4r)-4-(methylamino)cyclohexyl)-2H-indazole-5-carboxamide C1(CC1)N1C(C(=CC=C1)NC(=O)C1=CC2=CN(N=C2C=C1OC)C1CCC(CC1)NC)=O